IC1=CC=C(C=C1)O L-4-iodophenol